C(C)(C)C=1C(=NNC1C=1C=C(C=2N(C1)N=CN2)OC)C2=NC=C(N=C2)C2CCN(CC2)CCOC 6-(4-isopropyl-3-(5-(1-(2-methoxyethyl)piperidin-4-yl)pyrazin-2-yl)-1H-pyrazol-5-yl)-8-methoxy-[1,2,4]triazolo[1,5-a]pyridine